8-fluoro-2-(4-(methylsulfonyl)phenyl)-6-(1'-(tetrahydro-2H-pyran-4-yl)-[1,4'-bipiperidin]-4-yl)imidazo[1,2-a]pyridine FC=1C=2N(C=C(C1)C1CCN(CC1)C1CCN(CC1)C1CCOCC1)C=C(N2)C2=CC=C(C=C2)S(=O)(=O)C